4,6-Dichloro-7-(2-fluoro-3-methylphenyl)-1-(2-isopropyl-4-methylpyridin-3-yl)pyrido[2,3-d]pyrimidin-2(1H)-one ClC=1C2=C(N(C(N1)=O)C=1C(=NC=CC1C)C(C)C)N=C(C(=C2)Cl)C2=C(C(=CC=C2)C)F